N[C@@H](C(=O)N)CCC=1N=NN(C1)C(CO)(CO)COCC(CO)CO (R)-2-amino-4-(1-(1,3-dihydroxy-2-((3-hydroxy-2-(hydroxymethyl)propoxy)methyl)propan-2-yl)-1H-1,2,3-triazol-4-yl)butanamide